C1(CC1)N1C(=NC2=C(C=C(C=C2C1=O)F)[C@@H](C)N[S@](=O)C(C)(C)C)C1(CCOCC1)C (R)-N-((R)-1-(3-cyclopropyl-6-fluoro-2-(4-methyltetrahydro-2H-pyran-4-yl)-4-oxo-3,4-dihydroquinazolin-8-yl)ethyl)-2-methylpropane-2-sulfinamide